4-(4-(trifluoromethyl)phenyl)-6,7-dihydrothieno[3,2-c]pyridine FC(C1=CC=C(C=C1)C1=NCCC2=C1C=CS2)(F)F